COC=1[Se]C(=C(C1CCN)C)OC 2,5-dimethoxy-4-methylselenophenylethylamine